BrC1=CC(=C2C(=N1)C=NN2CCC)N[C@H]2COCC2 |r| (±)-5-bromo-1-propyl-N-(tetrahydrofuran-3-yl)-1H-pyrazolo[4,3-b]pyridin-7-amine